ClC(C1=NC(=NO1)C1=CC=2N(C=C1)C=C(N2)CC(=O)N=S(=O)(C)C2=CC=C(C=C2)OC)(F)F 2-(7-(5-(chlorodifluoromethyl)-1,2,4-oxadiazol-3-yl)imidazo[1,2-a]pyridin-2-yl)-N-((4-methoxyphenyl)(methyl)(oxo)-λ6-sulfaneylidene)acetamide